D-isoleucine-acrylamide C(C=C)(=O)N.N[C@H]([C@H](C)CC)C(=O)O